oxybis(ethane-2,1-diyl)dipyrrolidine O(CCN1CCCC1)CCN1CCCC1